Methyl (2E)-3-{3-fluoro-2-[(triphenylphosphoranylidene)amino]phenyl}propenoate FC=1C(=C(C=CC1)/C=C/C(=O)OC)N=P(C1=CC=CC=C1)(C1=CC=CC=C1)C1=CC=CC=C1